tert-butyl rac-(3S)-3-methyl-6-[2-[rac-(3S,4R)-1,3-dimethyl-4-piperidyl]indazol-6-yl]-3,4-dihydro-2H-pyridine-1-carboxylate C[C@@H]1CN(C(=CC1)C=1C=CC2=CN(N=C2C1)[C@H]1[C@H](CN(CC1)C)C)C(=O)OC(C)(C)C |r|